CC1(OB(OC1(C)C)C1=CC=C(C=C1)B1OC(C(O1)(C)C)(C)C)C 1,4-bis(4,4,5,5-tetramethyl-1,3,2-dioxaborolan-2-yl)benzene